B(O)(O)C=1C=C(CN(C(=O)C2=CC(=C(C=C2)B(O)O)F)CCCC[C@@H](C(=O)N)N)C=CC1 (S)-(4-((3-boronobenzyl)(5,6-diamino-6-oxohexyl)carbamoyl)-2-fluorophenyl)boronic acid